1-cyano-3,3-bis(4-hydroxyphenyl)butane C(#N)CCC(C)(C1=CC=C(C=C1)O)C1=CC=C(C=C1)O